CN1[C@@H]2CN([C@@H]2CC1)C=1N=CC(=NC1)C(=O)N 5-[(1R,5R)-2-methyl-2,6-diazabicyclo[3.2.0]Heptan-6-yl]Pyrazine-2-carboxamide